ClC1=NC(=NC(=C1)Cl)N1CCOCC1 4-(4,6-dichloropyrimidin-2-yl)morpholine